7-methoxynaphthylethylamine hydrochloride salt Cl.COC1=CC=C2C=CC=C(C2=C1)CCN